3'-[(3-chloro-2-methoxyphenyl)amino]-2'-[2-(methylsulfanyl)pyrimidin-4-yl]-4'-oxo-5',6'-dihydro-1'H-spiro[piperidine-4,7'-pyrrolo[3,2-c]pyridine]-1-carboxylic acid tert-butyl ester C(C)(C)(C)OC(=O)N1CCC2(C3=C(C(NC2)=O)C(=C(N3)C3=NC(=NC=C3)SC)NC3=C(C(=CC=C3)Cl)OC)CC1